4-methyl-5-[2-(2,2,2-trifluoro-1,1-dimethylethyl)-4-pyridinyl]-2-thiazolamine CC=1N=C(SC1C1=CC(=NC=C1)C(C(F)(F)F)(C)C)N